FC(C1=CC=C(C=C1)N1N=C(C2=CC=CC=C12)CNC(OC(C)(C)C)=O)(F)F tert-butyl ((1-(4-(trifluoromethyl)phenyl)-1H-indazol-3-yl)methyl)carbamate